CC1=CC=C(C=C1)S(=O)(=O)ON=C1C=CC(S1)=C(C#N)C1=C(C=CC=C1)C (5-(4-methylphenyl)sulfonyloxyimino-5H-thiophen-2-ylidene)-(2-methylphenyl)-acetonitrile